[O-]S(=O)(=O)C(F)(F)F.CC=1C=C(C=C(C1)C)[S+](C)C (3,5-dimethylphenyl)dimethyl-sulfur triflate